CC(C#CCO)=C 4-Methyl-4-penten-2-yn-1-ol